1,6-Hexandiol Diacrylate C(C=C)(=O)OCCCCCCOC(C=C)=O